C(CCCCCCCCCCCCCCCCCCC)(=O)O[C@@H]1[C@@](O[C@H](C1)N1C2=NC(=NC(=C2N=C1)N)F)(C#C)COP(=O)(OC1=CC=CC=C1)N[C@H](C(=O)OCC(CC)CC)CC1=CC=CC=C1 (2R,3S,5R)-5-(6-amino-2-fluoro-9H-purin-9-yl)-2-((((((S)-1-(2-ethylbutoxy)-1-oxo-3-phenylpropan-2-yl)amino)(phenoxy)phosphoryl)oxy) methyl)-2-ethynyltetrahydrofuran-3-yl icosanoate